C(CCCCCCCCCCCCC)(=O)OC[C@]1(O[C@H](C[C@@H]1OC(=O)OCCCCCC)N1C2=NC(=NC(=C2N=C1)N)F)C#C [(2R,3S,5R)-5-(6-amino-2-fluoro-9H-purin-9-yl)-2-ethynyl-3-{[(hexyloxy)carbonyl] oxy}oxolan-2-yl]methyl tetradecanoate